ClC=1C(N(C(=CC1O[C@H](C)C1=NC=C(C=C1F)F)C)C1=CC(=NC=C1C)C1=NC(=NC=C1)C(C)(C)O)=O (R)-3-chloro-4-((R)-1-(3,5-difluoropyridin-2-yl)ethoxy)-2'-(2-(2-hydroxypropan-2-yl)pyrimidin-4-yl)-5',6-dimethyl-2H-[1,4'-bipyridin]-2-one